CON(C(=O)C1N(CC(C1)=O)C(=O)OC(C)(C)C)C tert-butyl 2-(methoxy(methyl)carbamoyl)-4-oxopyrrolidine-1-carboxylate